C(=O)(OC(C)(C)C)N1[C@@H](CN([C@H](C1)C)CC1=CC=CC=C1)C (2r,5s)-1-Boc-4-benzyl-2,5-dimethylpiperazine